2,3,4-trihydroxypentane OC(C)C(C(C)O)O